tert-butyl (1-(2-chloroacetyl)piperidin-4-yl)carbamate ClCC(=O)N1CCC(CC1)NC(OC(C)(C)C)=O